C(C=C)(=O)N1[C@@H](C[C@H](C1)C#N)COC=1C(=NC=NC1N)C=1C(=C(C=C(C1)F)NC(C1=C(C=C(C=C1)C1CC1)F)=O)C N-(3-(5-(((2S,4R)-1-Acryloyl-4-cyanopyrrolidin-2-yl)methoxy)-6-aminopyrimidin-4-yl)-5-fluoro-2-methylphenyl)-4-cyclopropyl-2-fluorobenzamide